COC1=CC2=C(N(C=N2)C2=CC=C(C(=N2)NCCC2=CC=CC=C2)C(=O)OCC)C=C1OC ethyl 6-(5,6-dimethoxybenzimidazol-1-yl)-2-(2-phenylethylamino)pyridine-3-carboxylate